CC(C)(C)OC(=O)NC1CNC1 3-N-Boc-aminoazetidine